12-Azido-3-oxododecanoic acid methyl ester COC(CC(CCCCCCCCCN=[N+]=[N-])=O)=O